2-(aminomethyl)-6-methyl-thieno[3,2-b]pyridin-5-amine NCC1=CC2=NC(=C(C=C2S1)C)N